(S)-1-(2-bromopyridin-4-yl)-2-propanol BrC1=NC=CC(=C1)C[C@H](C)O